Methyl 2-(1-(3-chloro-5-isopropylisoquinolin-8-yl)azetidin-3-yl)acetate ClC=1N=CC2=C(C=CC(=C2C1)C(C)C)N1CC(C1)CC(=O)OC